NC1=C(C=C(C=N1)C=1C=C2N(N1)CCC21CN(CC1)C(=O)NCC)C(F)(F)F 2'-[6-amino-5-(trifluoromethyl)pyridin-3-yl]-N-ethyl-5',6'-dihydrospiro[pyrrolidine-3,4'-pyrrolo[1,2-b]pyrazole]-1-carboxamide